O=C1N(CC2=CC=CN3C2=C1C=N3)CC=3OC1=C(C3)C=C(C=C1C(=O)O)C(F)(F)F 2-((3-oxo-3H-pyrazolo[4,5,1-ij][1,6]naphthyridin-4(5H)-yl)methyl)-5-(trifluoromethyl)benzofuran-7-carboxylic acid